2-[3-nitro-1H-1,2,4-triazol-1-yl]acetic acid [N+](=O)([O-])C1=NN(C=N1)CC(=O)O